CN(C1=CC=C(C=C2C(C3=CC=CC=C3C2)=O)C=C1)C p-dimethylaminobenzylideneindenone